N1=CC(=CC=C1)C=1C=NC=CC1.CCCCS(=O)(=O)O.CCCCS(=O)(=O)O di(4-butanesulfonic acid)-3,3'-bipyridyl salt